(1R,3S,5R)-2-(2-(3-acetyl-7-methyl-5-(2-methylpyrimidin-5-yl)-1H-indazol-1-yl)acetyl)-N-(2-cyclobutylethyl)-5-methyl-2-azabicyclo[3.1.0]hexane-3-carboxamide C(C)(=O)C1=NN(C2=C(C=C(C=C12)C=1C=NC(=NC1)C)C)CC(=O)N1[C@@H]2C[C@@]2(C[C@H]1C(=O)NCCC1CCC1)C